1-isopropyl-3-methyl-8-(6-(((1-methylpiperidin-4-yl)methoxy)methyl)pyridin-3-yl)-1H-imidazo[4,5-c]cinnolin-2(3H)-one C(C)(C)N1C(N(C=2N=NC=3C=CC(=CC3C21)C=2C=NC(=CC2)COCC2CCN(CC2)C)C)=O